methyl 2-{[(4-bromophenyl) (phenyl)methyl] amino}-5-methoxy-1-methyl-6-oxo-1,6-dihydropyrimidine-4-carboxylate BrC1=CC=C(C=C1)C(C1=CC=CC=C1)NC=1N(C(C(=C(N1)C(=O)OC)OC)=O)C